1-(5-((4-(pyridin-4-ylmethyl)piperazin-1-yl)methyl)pyrazolo[1,5-a]pyridin-3-yl)dihydropyrimidine-2,4(1H,3H)-dione N1=CC=C(C=C1)CN1CCN(CC1)CC1=CC=2N(C=C1)N=CC2N2C(NC(CC2)=O)=O